Phenyl Carbamate-HCl Cl.C(N)(OC1=CC=CC=C1)=O